ClC=1C=2C(N=C3N(C2C=CC1)C1=CC=C(C=C1C3(C)C)C3CCN(CC3)C(=O)C3CCC(CC3)NC(OC(C)(C)C)=O)=O tert-butyl (4-(4-(4-chloro-7,7-dimethyl-5-oxo-5,7-dihydroindolo[1,2-a]quinazolin-9-yl)piperidine-1-carbonyl)cyclohexyl)carbamate